NC=1C=C(C=C(C1)C(F)(F)F)[C@@H](C)NC1=NC(=NC2=CC3=C(C=C12)[C@](C(N3C)=O)(C)OC)C (S)-4-(((R)-1-(3-amino-5-(trifluoromethyl)phenyl)ethyl)amino)-6-methoxy-2,6,8-trimethyl-6,8-dihydro-7H-pyrrolo[3,2-g]quinazolin-7-one